C1(=CC=CC=C1)N1[NH+]=C(N=N1)C1=CC=CC=C1 2,5-diphenyltetrazolium